(1S,2S,5R)-3-benzyl 2-methyl 1-(3-(4,4,5,5-tetramethyl-1,3,2-dioxaborolan-2-yl)propyl)-6-oxa-3-azabicyclo[3.2.0]heptane-2,3-dicarboxylate CC1(OB(OC1(C)C)CCC[C@]12[C@H](N(C[C@@H]2OC1)C(=O)OCC1=CC=CC=C1)C(=O)OC)C